C1(=CC=CC=C1)NC(C)C(C1=CC=CC=C1)O alpha-(1-phenylaminoethyl)benzyl alcohol